3-[4-[4-(2-tert-butoxy-2-oxo-ethyl)-4-hydroxy-1-piperidinyl]-3-cyano-anilino]propionic acid C(C)(C)(C)OC(CC1(CCN(CC1)C1=C(C=C(NCCC(=O)O)C=C1)C#N)O)=O